Cl.FC1=C(C=CC(=C1F)OC)C1=CN=C2N1C=CN=C2NC2=CC(=C(C(=O)N1CCN(CC1)C(=O)[C@H]1NCC(C1)(C)C)C=C2)C (S)-(4-(4-((3-(2,3-difluoro-4-methoxyphenyl)imidazo[1,2-a]pyrazin-8-yl)amino)-2-methylbenzoyl)piperazin-1-yl)(4,4-dimethylpyrrolidin-2-yl)methanone hydrochloride